C1(=CC=C(C=C1)NC(=O)N[C@@H]1C(NC[C@H]1C1=C(C=C(C=C1F)OC)F)=O)C1=CC=CC=C1 |o1:10,14| (-)-1-[(1,1'-biphenyl)-4-yl]-3-[(3S*,4R*)-4-(2,6-difluoro-4-methoxyphenyl)-2-oxopyrrolidin-3-yl]urea